6-(2-chlorophenyl)-2-{[3,5-dichloro-4-(piperazin-1-yl)phenyl]amino}imidazo[1,2-a]pyrimido[5,4-e]pyrimidin-5(6H)-one ClC1=C(C=CC=C1)N1C=2N(C3=C(C1=O)C=NC(=N3)NC3=CC(=C(C(=C3)Cl)N3CCNCC3)Cl)C=CN2